tetradecyl 3-((4-(hexadecylamino)-4-iminobutyl)thio)propanoate C(CCCCCCCCCCCCCCC)NC(CCCSCCC(=O)OCCCCCCCCCCCCCC)=N